3-Azidopropyl diethyl phosphate P(=O)(OCCCN=[N+]=[N-])(OCC)OCC